FC1=CC=CC=2C(=N[C@@H](C(NC21)=O)NC(=O)C2=C(N=C1N2N=C(C=C1)C)C1=NC=C(C=C1)F)C1=CC=CC=C1 N-[(3S)-9-fluoro-2-oxo-5-phenyl-1,3-dihydro-1,4-benzodi-azepin-3-yl]-2-(5-fluoropyridin-2-yl)-6-methylimidazo-[1,2-b]pyridazine-3-carboxamide